FC1=CC(=CC=2N(C(=NC21)C)C(C)C)C2=CNC=1N=C(N=CC12)N[C@H](COC)C (S)-5-(4-fluoro-1-isopropyl-2-methyl-1H-benzo[d]imidazol-6-yl)-N-(1-methoxypropan-2-yl)-7H-pyrrolo[2,3-d]pyrimidin-2-amine